[Si](C)(C)(C(C)(C)C)NS(=O)(=O)C1=C2N(N=C1)CCC2 N-(tert-Butyldimethylsilyl)-5,6-dihydro-4H-pyrrolo[1,2-b]pyrazole-3-sulfonamide